Cl.NCCCCCC(=O)O L-6-aminocaproic acid hydrochloride